8-bromo-1-methyl-1,3,4,5-tetrahydro-1-benzazepin-2-one BrC1=CC2=C(CCCC(N2C)=O)C=C1